N1=CN=C(C=C1)/C=C/C(=O)OCCCC butyl (E)-3-(pyrimidin-4-yl)acrylate